(E)-N-hydroxy-3-(2-(2-oxo-4-phenylpyrrolidin-1-yl)phenyl)acrylamide ONC(\C=C\C1=C(C=CC=C1)N1C(CC(C1)C1=CC=CC=C1)=O)=O